FC1=C(C(=O)NCCCCCCNC(C2=CC=CC=C2)(C2=CC=CC=C2)C2=CC=CC=C2)C(=C(C(=C1F)O)F)F 2,3,5,6-Tetrafluoro-4-hydroxy-N-(6-(tritylamino)hexyl)benzamide